C(C1=CC=CC=C1)OC=1C(C=C(OC1)C(C(F)(F)F)N1CC2=CC=CC=C2CC1)=O 5-(benzyloxy)-2-(1-(3,4-dihydroisoquinolin-2(1H)-yl)-2,2,2-tri-fluoroethyl)-4H-pyran-4-one